C[SiH](C)C1C(=C(C(=C1C)C)C)C dimethylsilyl-(tetramethylcyclopentadiene)